tert-butyl (R)-4-(2-(3-(3-((4-(1H-pyrazol-4-yl)benzyl)(cyclopentyl)carbamoyl) piperidin-1-yl)phenoxy)-2-methylpropanoyl)piperazine-1-carboxylate N1N=CC(=C1)C1=CC=C(CN(C(=O)[C@H]2CN(CCC2)C=2C=C(OC(C(=O)N3CCN(CC3)C(=O)OC(C)(C)C)(C)C)C=CC2)C2CCCC2)C=C1